2-[3-(4-tert-Butoxycarbonylpiperazin-1-yl)isoxazol-5-yl]-3-methyl-butanoic acid C(C)(C)(C)OC(=O)N1CCN(CC1)C1=NOC(=C1)C(C(=O)O)C(C)C